C1(=C(C(=CC(=C1)C)C)N1C(N(CC1)C1=C(C=C(C=C1C)C)C)=[Ru-4](=CC1=C(C=CC(=C1)[N+](=O)[O-])OC(C)C)(I)I)C (1,3-Dimesitylimidazolidin-2-ylidene)diiodo(2-isopropoxy-5-nitrobenzylidene)ruthenium(II)